(Phenylcarbamoyl)cyclopropane-1-carboxylic acid C1(=CC=CC=C1)NC(=O)C1(CC1)C(=O)O